5-((3-(((3-ethyl-2-oxo-1,2-dihydropyrido[3,4-b]pyrazin-7-yl)methyl)amino)cyclobutyl)amino)-6-fluoro-N-methylpicolinamide C(C)C=1C(NC2=C(N1)C=NC(=C2)CNC2CC(C2)NC=2C=CC(=NC2F)C(=O)NC)=O